N=1N=CN(C1)C1CCNCC1 4-(4H-1,2,4-triazol-4-yl)piperidine